C(CC)ON(C1=CC=C(C(=O)OCC)C=C1)OCCC ethyl N,N-dipropoxy-para-aminobenzoate